ethyl (3S)-3-[(tert-butoxycarbonyl)amino]-3-[4-fluoro-2'-hydroxy-4',6'-dimethyl-5-(trifluoromethyl)-[1,1'-biphenyl]-3-yl]propanoate C(C)(C)(C)OC(=O)N[C@@H](CC(=O)OCC)C=1C=C(C=C(C1F)C(F)(F)F)C1=C(C=C(C=C1C)C)O